(1S,4s)-4-hydroxy-4-((R)-5H-imidazo[5,1-a]isoindol-5-yl)cyclohexane-1-carbonitrile OC1(CCC(CC1)C#N)[C@@H]1N2C(C3=CC=CC=C13)=CN=C2